(6-((t-butyldimethylsilyl)oxy)-1-methylenetetrahydro-1H-pyrrolizin-7a(5H)-yl)methanol [Si](C)(C)(C(C)(C)C)OC1CN2CCC(C2(C1)CO)=C